nitropropane-1,3-diol [N+](=O)([O-])C(CCO)O